NC1=C(C(=NN1C1CCCC1)C1=CC=C(C=C1)Br)C#N 5-Amino-3-(4-bromophenyl)-1-cyclopentyl-pyrazole-4-carbonitrile